4-(4-((6-bromo-[1,2,4]triazolo[1,5-a]pyrazin-8-yl)amino)-2-methoxyphenyl)thiomorpholine 1,1-dioxide BrC=1N=C(C=2N(C1)N=CN2)NC2=CC(=C(C=C2)N2CCS(CC2)(=O)=O)OC